CC1=C(OC2=C(C=C(C=C2C1=O)C)[C@@H](C)NC1=C(C(=O)OC(C)(C)C)C=CC=C1)C1=CC=C(C=C1)C=1C=NN(C1)C tert-butyl 2-[[(1R)-1-[3,6-dimethyl-2-[4-(1-methylpyrazol-4-yl) phenyl]-4-oxo-chromen-8-yl]ethyl]amino]benzoate